FC=1C=C(C=C(C1)F)[C@H]1N(OCC1)C(=O)C1CC(C1)OC=1C=CC(=C(C#N)C1)F 5-(3-((S)-3-(3,5-difluorophenyl)isoxazolidine-2-carbonyl)cyclobutoxy)-2-fluorobenzonitrile